[I-].COC1=C(C=CC(=C1)NC(C1=NC=CC=C1)=O)/N=N/C1=CC=[N+](C=C1)C (E)-4-((2-Methoxy-4-(picolinamido)phenyl)diazenyl)-1-methylpyridin-1-ium iodide